NC1=NN(C(=C1C(=O)N)C1=CC(=C(C=C1)C(NCC(C)C)=O)OC)C1=C(C=C(C=C1)NC(C(=C)F)=O)C 3-amino-1-(4-(2-fluoroprop-2-enoylamino)-2-methyl-phenyl)-5-(4-(isobutylcarbamoyl)-3-methoxy-phenyl)pyrazole-4-carboxamide